ethyl (S)-3-(benzyl((R)-1-phenylethyl)amino)-3-(2'-ethylbiphenyl-3-yl)propanoate C(C1=CC=CC=C1)N([C@@H](CC(=O)OCC)C=1C=C(C=CC1)C1=C(C=CC=C1)CC)[C@H](C)C1=CC=CC=C1